COC=1C=C(C=C2CN(C(C12)=O)C1C(NC(CC1)=O)=O)N1CCC(CC1)CN1CCN(CC1)CC1CCN(CC1)C1=NC=NC(=C1)C1=NNC2=CC=C(C=C12)OC1(CC1)C 3-[7-methoxy-5-[4-[[4-[[1-[6-[5-(1-methylcyclopropoxy)-1H-indazol-3-yl]pyrimidin-4-yl]-4-piperidyl]methyl]piperazin-1-yl]methyl]-1-piperidyl]-1-oxo-isoindolin-2-yl]piperidine-2,6-dione